FCSC=1SC2=C(N1)C=CC=C2 ((monofluoromethyl)thio)benzo[d]thiazole